ClCC1=C(C=CC=2N1C=NC2)C2=CC=CC=C2 5-(chloromethyl)-6-phenylimidazo[1,5-a]pyridine